(S)-4-(1-ethoxyvinyl)-6-((5-oxopyrrolidin-2-yl)methoxy)pyrido[3,4-g]isoquinolin-1(2H)-one C(C)OC(=C)C1=CNC(C2=CC=3C=CN=C(C3C=C21)OC[C@H]2NC(CC2)=O)=O